CC1=NC(=CC(=N1)CC1CCC(CC1)C(=O)N1OCC[C@H]1C=1C=C(C#N)C=C(C1)F)C 3-[(3S)-2-[4-[(2,6-dimethylpyrimidin-4-yl)methyl]cyclohexanecarbonyl]isoxazolidin-3-yl]-5-fluoro-benzonitrile